F[C@H]1CNCC[C@@H]1NC1=NC(=CC=C1)C1=CN=C2N1C=C(C=C2)C2(CC2)C N-((3S,4S)-3-fluoro-piperidin-4-yl)-6-(6-(1-methylcyclopropyl)-imidazo[1,2-a]pyridin-3-yl)pyridin-2-amine